5-(2-chloro-5-(trifluoromethyl)phenyl)-1H-imidazole ClC1=C(C=C(C=C1)C(F)(F)F)C1=CN=CN1